1,4-dibromocyclohexane BrC1CCC(CC1)Br